2-[1-[6-Methyl-2-(3-methyl-3-phenyl-pyrrolidin-1-yl)-4-oxo-chromen-8-yl]ethylamino]benzoic acid CC=1C=C2C(C=C(OC2=C(C1)C(C)NC1=C(C(=O)O)C=CC=C1)N1CC(CC1)(C1=CC=CC=C1)C)=O